CC=1N=C2N(C=C(N=C2C)NC(=O)N2CCC=3C2=NC=CC3N3C[C@@H](N(CC3)C(=O)OC(C)(C)C)C)C1 tert-butyl (S)-4-(1-((2,8-dimethylimidazo[1,2-a]pyrazin-6-yl)carbamoyl)-2,3-dihydro-1H-pyrrolo[2,3-b]pyridin-4-yl)-2-methylpiperazine-1-carboxylate